1-(3-bromo-4-methoxyphenyl)cyclopropane-1-carbonitrile BrC=1C=C(C=CC1OC)C1(CC1)C#N